N1C(=NC=C1)C1CCN(CC1)C=1C(=C(C(=CC1)S(=O)(=O)NC[C@@H](CN)O)S(=O)(=O)N)C=1N=NNN1 (R)-4-(4-(1H-imidazol-2-yl)piperidin-1-yl)-N1-(3-amino-2-hydroxypropyl)-3-(2H-tetrazol-5-yl)benzene-1,2-disulfonamide